4-amino-2,5-dimethylphenol NC1=CC(=C(C=C1C)O)C